3-(1-tert-butoxycarbonyl-4-piperidinyl)-3-[[3-(5-methyl-1,2,4-oxadiazol-3-yl)benzoyl]amino]propionic acid C(C)(C)(C)OC(=O)N1CCC(CC1)C(CC(=O)O)NC(C1=CC(=CC=C1)C1=NOC(=N1)C)=O